7-ethoxy-8-fluoroquinazoline-2,4-diol C(C)OC1=CC=C2C(=NC(=NC2=C1F)O)O